2,3-dihydro-4,6-dimethyl-2-iminobenzothiazole CC1=CC(=CC2=C1NC(S2)=N)C